O=C1NC(CCC1N1C(C2=CC=CC(=C2C1)OCC(=O)NCCCCCCCCCCCC1=C(C=CC=C1)C=1C(=NN2C1N=C(C=C2N2CCN(CC2)CCO)C2=CC=CC=C2)C)=O)=O 2-((2-(2,6-dioxopiperidin-3-yl)-1-oxoisoindolin-4-yl)oxy)-N-(11-(2-(7-(4-(2-hydroxyethyl)piperazin-1-yl)-2-methyl-5-phenylpyrazolo[1,5-a]pyrimidin-3-yl)phenyl)undecyl)-acetamide